methyl 2-((4-amino-5-cyclopropylpyridin-3-yl)oxy)-6-chlorobenzoate NC1=C(C=NC=C1C1CC1)OC1=C(C(=O)OC)C(=CC=C1)Cl